O1C2=C(OCC1)C=C(C=C2)C2=C1CCN(C1=CC=C2)C2=CC(=C(C=O)C(=C2)OC)OC 4-(4-(2,3-dihydrobenzo[b][1,4]dioxin-6-yl)indolin-1-yl)-2,6-dimethoxybenzaldehyde